[Si](C)(C)(C(C)(C)C)C1C(=C(C2=CC=CC=C12)[Si](C)(C)C(C)(C)C)[Ho] mono(1,3-bis(tert-butyldimethylsilyl)indenyl)holmium